(cis)-N1-(6-morpholinobenzo[c][1,2,5]oxadiazol-4-yl)-N4-(pyrimidin-2-yl)cyclohexane-1,4-diamine O1CCN(CC1)C=1C=C(C=2C(=NON2)C1)N[C@@H]1CC[C@@H](CC1)NC1=NC=CC=N1